3b,25-dihydroxycholest-5-ene O[C@@H]1CC2=CC[C@H]3[C@@H]4CC[C@H]([C@@H](CCCC(C)(C)O)C)[C@]4(CC[C@@H]3[C@]2(CC1)C)C